CCC[C@@H](CC[C@H](\C=C/CCCCCCCC)O)O (4S,7R,Z)-heptadec-8-ene-4,7-diol